N-(3-nitrobenzenesulfonyl)acetamide [N+](=O)([O-])C=1C=C(C=CC1)S(=O)(=O)NC(C)=O